N-[2-[4-(hydroxymethyl)cyclohexyl]pyrazolo[3,4-c]pyridin-5-yl]-6-methyl-pyridine-2-carboxamide OCC1CCC(CC1)N1N=C2C=NC(=CC2=C1)NC(=O)C1=NC(=CC=C1)C